di-tert-butyl-(2R,4R)-4-((4,6-dichloro-3-fluoropyridin-2-yl) methyl)-2-methylpiperidine-1,4-dicarboxylate C(C)(C)(C)OC(=O)N1[C@@H](C[C@@](CC1)(C(=O)OC(C)(C)C)CC1=NC(=CC(=C1F)Cl)Cl)C